lithium ferrous sulfide [Fe]=S.[Li]